C1(CC1)C=1C(=CC(=C(C1)CN1CCC2(CN(C(O2)=O)C2=CC=C(C=C2)S(=O)(=O)O)CC1)OCC)C=1OC(N(N1)C)=O 4-[8-[[5-cyclopropyl-2-ethoxy-4-(4-methyl-5-oxo-1,3,4-oxadiazol-2-yl)phenyl]methyl]-2-oxo-1-oxa-3,8-diazaspiro[4.5]decan-3-yl]benzenesulfonic acid